BrC=1C(=CC=2N(C1)C(=CN2)C2=CC=C(C=C2)OC(C)(C)C)C 6-bromo-3-(4-(tert-butoxy)phenyl)-7-methylimidazo[1,2-a]pyridine